3-[(5'S,7a'R)-5'-(3-fluorophenyl)-3'-oxo-tetrahydro-1H,3'H-spiro[piperidine-4,2'-pyrrolo[2,1-b][1,3]-oxazole]-1-carbonyl]benzonitrile FC=1C=C(C=CC1)[C@@H]1CC[C@H]2OC3(C(N21)=O)CCN(CC3)C(=O)C=3C=C(C#N)C=CC3